(R)-4-((2-Chloro-5-(5-(2-fluoropropan-2-yl)pyrimidin-2-yl)pyridin-4-yl)amino)butan-2-ol ClC1=NC=C(C(=C1)NCC[C@@H](C)O)C1=NC=C(C=N1)C(C)(C)F